1-(1-methyldihydroindol-4-yl)-5-(trifluoromethyl)-1H-pyrazole-4-carbonyl chloride CN1CCC2=C(C=CC=C12)N1N=CC(=C1C(F)(F)F)C(=O)Cl